C(C1=CC=CC=C1)N1C[C@@H](C[C@@H](C1)O[Si](C)(C)C(C)(C)C)O (3R,5S)-1-benzyl-5-((tert-butyldimethylsilyl)oxy)piperidin-3-ol